7-(3-(2,4-Difluoro-3-hydroxy-5-(trifluoromethyl)phenyl)-1-methyl-1H-pyrazolo[3,4-d]pyrimidin-6-yl)-2,7-diazaspiro[3.5]nonan-1-one FC1=C(C=C(C(=C1O)F)C(F)(F)F)C1=NN(C2=NC(=NC=C21)N2CCC1(CNC1=O)CC2)C